FC=1C=C(C(=O)NCC2CCC(CC2)N2N=C3C=CC(=CC3=C2)C)C=C(C1O)F 3,5-difluoro-4-hydroxy-N-{[(1r,4r)-4-(5-methyl-2H-indazol-2-yl)cyclohexyl]methyl}benzamide